(S)-(1-(dibenzo[b,d]furan-2-yl)-2-hydroxyethyl)carbamic acid tert-butyl ester C(C)(C)(C)OC(N[C@H](CO)C1=CC2=C(OC3=C2C=CC=C3)C=C1)=O